C12CCC=CCCC2C1C(=O)OCC ethyl endo-bicyclo[6.1.0]non-4-ene-9-carboxylate